2H-imidazo[2',1':2,3][1,3]thiazolo[4,5-e]isoindole C=1NC=C2C=CC3=C(C12)N1C(S3)=NC=C1